2-amino-4-(5,6-dibromo-1H-indol-3-yl)pyrimidine NC1=NC=CC(=N1)C1=CNC2=CC(=C(C=C12)Br)Br